ClC=1C(=NC=C(C1)C(F)(F)F)F 3-CHLORO-2-FLUORO-5-(TRIFLUOROMETHYL)PYRIDINE